oxo-1',2'-dihydro-[4,4'-bipyridine]-3-carboxamide O=C1NC=CC(=C1)C1=C(C=NC=C1)C(=O)N